(E)-3-(1-cyclopropyl-2-oxo-2,3-dihydro-1H-benzo[d]imidazol-5-yl)-N-(3-fluoro-2-methylphenyl)acrylamide C1(CC1)N1C(NC2=C1C=CC(=C2)/C=C/C(=O)NC2=C(C(=CC=C2)F)C)=O